2-(3-Chloropyrazin-2-yl)-8,11-dioxadispiro[3.2.47.24]tridecane-2-carbonitrile ClC=1C(=NC=CN1)C1(CC2(C1)CCC1(OCCO1)CC2)C#N